C(C1=CC=CC=C1)(=O)N[C@H](C(=O)OCC)CCCNC(C1=CC=CC=C1)=O Ethyl (S)-2,5-Bis(Benzamido)Pentanoate